ClC1=CC=C(C(=O)C2=C(C(=O)O)C=C(C=C2F)C(=C)C2CCOCC2)C=C1 2-(4-chlorobenzoyl)-3-fluoro-5-(1-(tetrahydro-2H-pyran-4-yl)vinyl)benzoic acid